3,4-dimethoxy-L-phenylalanine COC=1C=C(C[C@H](N)C(=O)O)C=CC1OC